C(C)(C)(C)OC(=O)N[C@H](C(=O)O)CC=1N=CN(C1)C(=O)OC(C)(C)C (2S)-2-[(tert-butoxycarbonyl)amino]-3-[1-(tert-butoxycarbonyl)imidazol-4-yl]propionic acid